ClC1=C(C=CC=C1)N1N=C(C=C1C1=CC(=CC=C1)OCC1CCC1)CO [1-(2-Chlorophenyl)-5-[3-(cyclobutylmeth-oxy)phenyl]-1H-pyrazol-3-yl]methanol